Ethyl (S)-3-((tert-butoxycarbonyl)amino)-3-(4'-fluoro-2',5-dimethyl-6'-(((trifluoromethyl)sulfonyl)oxy)-[1,1'-biphenyl]-3-yl)propanoate C(C)(C)(C)OC(=O)N[C@@H](CC(=O)OCC)C=1C=C(C=C(C1)C)C1=C(C=C(C=C1OS(=O)(=O)C(F)(F)F)F)C